methyl 3-(2-amino-3-fluoro-4-(hydroxymethyl) phenyl)-1-methyl-1H-pyrazole-4-carboxylate NC1=C(C=CC(=C1F)CO)C1=NN(C=C1C(=O)OC)C